ClC=1C=CC=2NC=3C=C(C=C(C3C2N1)F)F 2-chloro-7,9-difluoro-5H-pyrido[3,2-b]indole